2-(3-chloro-pyridin-2-yl)-6-iodo-3-methyl-3H-imidazo[4,5-b]pyridine ClC=1C(=NC=CC1)C1=NC=2C(=NC=C(C2)I)N1C